5-[[3-(ethylsulfonylamino)-2-fluorophenyl]methyl]-2-(2-fluoro-4-iodoanilino)-1-methyl-6-oxopyridine-3-carboxamide C(C)S(=O)(=O)NC=1C(=C(C=CC1)CC1=CC(=C(N(C1=O)C)NC1=C(C=C(C=C1)I)F)C(=O)N)F